CC(=O)NCCC1=CC(=C(C=C1)O)C2=C(C3=C(C(=C2O)O)C(=O)C4=CC(=C(C(=C4C3=O)C(=O)O)C(=O)O)O)O The molecule is a tetrahydroxyanthraquinone that is that is 3,5,6,8-tetrahydroxy-9,10-anthraquinone substituted by two carboxy groups at positions 1 and 2 as well as a 5-(2-acetamidoethyl)-2-hydroxyphenyl group at position 7. The major component of LAC dye together with laccaic acids B, C and D It has a role as a dye, an animal metabolite and an EC 2.1.1.37 [DNA (cytosine-5-)-methyltransferase] inhibitor. It is a tetrahydroxyanthraquinone, an acetamide, a polyphenol and an oxo dicarboxylic acid.